(4-Bromo-2-hydroxyphenyl)(morpholino)methanone BrC1=CC(=C(C=C1)C(=O)N1CCOCC1)O